S-(2-{(3-Aminopropyl)[(R)-[1-benzyl-4-(2,5-difluorophenyl)-1H-pyrrol-2-yl](cyclohexyl)-methyl]amino}-2-oxoethyl)-N-[6-(2,5-dioxo-2,5-dihydro-1H-pyrrol-1-yl)hexanoyl]-L-cystein NCCCN(C(CSC[C@H](NC(CCCCCN1C(C=CC1=O)=O)=O)C(=O)O)=O)[C@H](C1CCCCC1)C=1N(C=C(C1)C1=C(C=CC(=C1)F)F)CC1=CC=CC=C1